Cl.CN1C(=NC2=C1C=C(C=C2C)C2=CC=C(C=C2)OC2CCNCC2)C2=CC=C(C=C2)S(=O)(=O)C 1,4-dimethyl-2-(4-(methylsulfonyl)phenyl)-6-(4-(piperidin-4-yloxy)phenyl)-1H-benzo[d]imidazole hydrochloride